C12(CC(C1)C2)N2N=CC(=C2Cl)NC2=NC1=CC(=C(C=C1C=N2)Cl)N2CC1CCC(C2)C1(O)C (8-syn)-3-(2-{[1-(bicyclo[1.1.1]pentan-1-yl)-5-chloro-1H-pyrazol-4-yl]amino}-6-chloroquinazolin-7-yl)-8-methyl-3-azabicyclo[3.2.1]octan-8-ol